(2-((Dimethylamino)methyl)-5-(3-ethyl-1H-pyrrolo[2,3-b]pyridin-5-yl)phenyl)dimethylphosphine oxide CN(C)CC1=C(C=C(C=C1)C=1C=C2C(=NC1)NC=C2CC)P(C)(C)=O